(methylsulfonyl)-2-oxoimidazolidine-4-carboxamide CS(=O)(=O)N1C(NC(C1)C(=O)N)=O